7-fluoro-N-[3-methyl-4-([1,2,4]triazolo[1,5-a]pyridin-7-yloxy)phenyl]-6-nitro-quinazolin-4-amine FC1=C(C=C2C(=NC=NC2=C1)NC1=CC(=C(C=C1)OC1=CC=2N(C=C1)N=CN2)C)[N+](=O)[O-]